BrC1=C(C(=CC=C1)Cl)N1C=2N(C3=C(C1=O)C=NC(=N3)NC3=CC(=C(C(=C3)Cl)N3CCN(CC3)C)Cl)CCN2 6-(2-Bromo-6-chlorophenyl)-2-((3,5-dichloro-4-(4-methylpiperazin-1-yl)phenyl)amino)-8,9-dihydroimidazo[1,2-a]pyrimido[5,4-e]pyrimidin-5(6H)-one